ethyl 2-({6-[(1,3-benzothiazol-2-yl)amino]-5-methylpyridazin-3-yl}(methyl)amino)-5-[3-(cyclohexyloxy)propyl]-1,3-thiazole-4-carboxylate S1C(=NC2=C1C=CC=C2)NC2=C(C=C(N=N2)N(C=2SC(=C(N2)C(=O)OCC)CCCOC2CCCCC2)C)C